6-(4-amino-4-(1H-indazol-5-yl)piperidin-1-yl)-3-(2,3-dichlorophenyl)-1H-pyrazolo[3,4-d]pyrimidine-4-carboxamide NC1(CCN(CC1)C1=NC(=C2C(=N1)NN=C2C2=C(C(=CC=C2)Cl)Cl)C(=O)N)C=2C=C1C=NNC1=CC2